bicyclo[5.2.0]non-8-ene C12CCCCCC2C=C1